4-[3-[2,6-dichloro-4-[4-(2-methoxyethyl)piperazin-1-yl]benzoyl]-2,4-dihydro-1,3-benzoxazin-8-yl]-5-fluoro-2-morpholin-4-ylbenzoic acid ClC1=C(C(=O)N2COC3=C(C2)C=CC=C3C3=CC(=C(C(=O)O)C=C3F)N3CCOCC3)C(=CC(=C1)N1CCN(CC1)CCOC)Cl